2-amino-5-(4-bromoindoline-1-carbonyl)benzonitrile NC1=C(C#N)C=C(C=C1)C(=O)N1CCC2=C(C=CC=C12)Br